4-(4-(2,2-difluoroethyl)-1-((5-methoxy-7-methyl-1H-indol-4-yl)methyl)piperazin-2-yl)-N-(methylsulfonyl)benzamide FC(CN1CC(N(CC1)CC1=C2C=CNC2=C(C=C1OC)C)C1=CC=C(C(=O)NS(=O)(=O)C)C=C1)F